NC=1C(=CC(=NC1Cl)C1=NC(=NC(=N1)NC1CC(C1)(F)F)NC1CC(C1)(F)F)F 6-(5-amino-6-chloro-4-fluoropyridin-2-yl)-N2,N4-bis(3,3-difluorocyclobutyl)-1,3,5-triazine-2,4-diamine